1-((6-cyclopropyl-8-(hydroxymethyl)imidazo[1,2-a]pyridin-2-yl)methyl)-1H-1,2,3-triazole-4-carboxylic acid C1(CC1)C=1C=C(C=2N(C1)C=C(N2)CN2N=NC(=C2)C(=O)O)CO